CC=1C=CC=C2[C@H](CCN(C12)S(=O)(=O)C1=C(C=C(C=C1)C=1C=NN(C1)C)C)N (4S)-8-methyl-1-[2-methyl-4-(1-methylpyrazol-4-yl)phenyl]sulfonyl-3,4-dihydro-2H-quinolin-4-amine